COC=1C=C(C=CC1OC)C=1OC2=CC(=CC(=C2C(C1)=O)OC)OC 2-(3,4-Dimethoxyphenyl)-5,7-dimethoxy-4H-chromen-4-one